COC(=O)C=1C=C(C=C(C1C)N(C1CCOCC1)CC)C1=CC=C(C=C1)CN1CCOCC1 5-[Ethyl-(tetrahydro-2H-pyran-4-yl)amino]-4-methyl-4'-(morpholinomethyl)-(1,1'-biphenyl)-3-carboxylic acid methyl ester